sodium lauryl sulfate S(=O)(=O)(OCCCCCCCCCCCC)[O-].[Na+]